C(#N)C=1C=NN2C1C(=NC(=C2)C=2C=NN(C2)C2CCNCC2)C=2C=CC(=NC2)N2CCC(CC2)(C(=O)NC(C)C)CC 1-[5-[3-cyano-6-[1-(4-piperidyl)pyrazol-4-yl]pyrazolo[1,5-a]pyrazin-4-yl]-2-pyridyl]-4-ethyl-N-isopropyl-piperidine-4-carboxamide